Cl.COC1=C(C=C(C(=C1)SC)OC)[C@@H]1CNCCC1 (R)-3-(2,5-dimethoxy-4-(methylthio)phenyl)piperidine hydrochloride